5-(5-fluoro-2-((5-(4-methylpiperazin-1-yl)-2-(trifluoromethoxy)phenyl)amino)pyrimidin-4-yl)-1-Oxo-3,5-dihydropyrrolo[3,4-c]pyrrole-2(1H)-carboxylic acid tert-butyl ester C(C)(C)(C)OC(=O)N1C(C2=CN(C=C2C1)C1=NC(=NC=C1F)NC1=C(C=CC(=C1)N1CCN(CC1)C)OC(F)(F)F)=O